C(C)OC=1C=C(C=CC1OC)[C@@H](CS(=O)(=O)C)N1CC2=CC=CC(=C2C1=O)NC(=O)C1CC1 CYCLOPROPANECARBOXYLIC ACID {2-[(1S)-1-(3-ETHOXY-4-METHOXY-PHENYL)-2-METHANE-SULFONYL-ETHYL]-3-OXO-2,3-DIHYDRO-1H-ISOINDOL-4-YL}-AMIDE